chloroethyl chloride ClCCCl